CCCCCCCCCCCCCCCCCCCCCCCC(C(C(=O)N[C@@H](COP(=O)(O)O[C@@H]1[C@@H]([C@@H]([C@H]([C@@H]([C@H]1OC2[C@H]([C@H]([C@@H]([C@H](O2)COP(=O)(O)OC3[C@@H]([C@H](C([C@H]([C@H]3O)O)O)O)O)O)O)O)O)O)O)O)[C@@H](C(CCCCCCCCCCCCCCCC)O)O)O)O The molecule is an inositol phosphomannosylinositol phosphoceramide compound having a hexacosanoyl group attached to the ceramide nitrogen, hydroxylation at C-4 of the long-chain base, and hydroxylation at C-2 and C-3 of the very-long-chain fatty acid. It derives from a Man-beta1-2-Ins-1-P-Cer(t20:0/2,3-OH-26:0).